N,N'-bis(2-bromoethyl)phosphorodiamidic acid (1-methyl-2-nitro-1H-imidazol-5-yl)methyl ester CN1C(=CN=C1[N+](=O)[O-])COP(=O)(NCCBr)NCCBr